Methyl-rel-(2R,4R)-4-[[(5S)-3-(3,5-difluorophenyl)-5-vinyl-4H-isoxazole-5-carbonyl] amino]tetrahydrofuran-2-carboxylate COC(=O)[C@@H]1OC[C@@H](C1)NC(=O)[C@]1(CC(=NO1)C1=CC(=CC(=C1)F)F)C=C |o1:4,7|